N1=C(C=CC=C1)CN1C=CC2=CC(=CC=C12)N 1-(Pyridin-2-ylmethyl)-1H-indol-5-amine